ClC=1N=CC2=C(N1)C(=CN2C2CC2)C2CC(CCC2)(F)F 2-chloro-5-cyclopropyl-7-(3,3-difluorocyclohexyl)-5H-pyrrolo[3,2-d]pyrimidine